2'-[(6-Methylpyridin-3-yl)methyl]-N-{[(2S)-oxolan-2-yl]methyl}-8'-(trifluoromethyl)-2',5'-dihydrospiro[cyclopropan-1,4'-furo[2,3-g]indazol]-7'-carboxamid CC1=CC=C(C=N1)CN1N=C2C3=C(CC4(C2=C1)CC4)OC(=C3C(F)(F)F)C(=O)NC[C@H]3OCCC3